C(C)OC(=O)C1=C(C(=NN1C[C@@H]1CC(CC1)(F)F)C(C)(F)F)C.BrC1=CC=C(C=C1)C(=O)C1CC(CC1)OCCO (4-bromophenyl)(3-(2-hydroxyethoxy)cyclopentyl)methanone Ethyl-(S)-1-((3,3-difluorocyclopentyl)methyl)-3-(1,1-difluoroethyl)-4-methyl-1H-pyrazole-5-carboxylate